Cl.FC(C1=CC(=NC=C1)OCC1CC2(C1)CCNCC2)(F)F 2-(((4-(trifluoromethyl)pyridin-2-yl)oxy)methyl)-7-azaspiro[3.5]nonane hydrochloride